sodium (4-(5-((1-(2-ethoxyethyl)-3-(pyridin-2-yl)-1H-pyrazol-4-yl) carbamoyl) furan-2-yl)-1H-pyrazol-1-yl) methyl phosphate P(=O)(ON1N=CC(=C1)C=1OC(=CC1)C(NC=1C(=NN(C1)CCOCC)C1=NC=CC=C1)=O)(OC)[O-].[Na+]